(2S,3S,4R,5R)-2-(4-amino-5H-pyrrolo[3,2-d]pyrimidin-7-yl)-5-(hydroxymethyl)pyrrolidine-3,4-diol NC=1C2=C(N=CN1)C(=CN2)[C@@H]2N[C@@H]([C@H]([C@H]2O)O)CO